(S)-methyl 1-aminopropan-2-ylcarbamate hydrochloric acid salt Cl.NC[C@H](C)NC(OC)=O